2-Chloro-1H-imidazo[4,5-b]pyridine ClC=1NC=2C(=NC=CC2)N1